ClC1=NC=C(C(=O)NC=2SC(=C(N2)C2=CC=C(C=C2)F)C#N)C=C1 6-chloro-N-(5-cyano-4-(4-fluorophenyl)thiazol-2-yl)nicotinamide